6-(2-(5-chloro-2-fluorophenyl)-2-hydroxyacetyl)-2-(1-phenylcyclopropyl)-5,6,7,8-tetrahydropyrido[4,3-d]pyrimidin-4(3H)-one ClC=1C=CC(=C(C1)C(C(=O)N1CC2=C(N=C(NC2=O)C2(CC2)C2=CC=CC=C2)CC1)O)F